C1=C(CN2BN3C(C=C21)=CC(=C3)C(=O)[O-])C(=O)[O-] dipyrrolo[1,2-c:2',1'-f][1,3,2]diazaborinine-2,8-dicarboxylate